[N+](=O)([O-])C=1N=CN(C1)C1=C2C=CC=NC2=CC=C1 5-(4-nitro-1H-imidazol-1-yl)quinolin